(R)-2-(trans-styryl)-2H-pyran C(=C\C1=CC=CC=C1)/[C@@H]1OC=CC=C1